COCCC(C)(C)SC1C(CC(CC1)(C)C)C(CCCC)=O 1-[2-(3-Methoxy-1,1-dimethylpropyl)sulfanyl-5,5-dimethylcyclohexyl]pentan-1-one